N1C[C@@H](CCC1)S(=O)(=O)O |r| (+/-)-piperidine-3-sulfonic acid